5-methyl-2-(8-((1-methylpiperidin-3-yl)amino)pyrido[2,3-d]pyridazin-5-yl)phenol CC=1C=CC(=C(C1)O)C1=C2C(=C(N=N1)NC1CN(CCC1)C)N=CC=C2